(6-trifluoromethyl-benzo[d]thiazole-2-yl)-1,3-diethyl-7-methyl-1H-purine-2,6(3H,7H)-dione FC(C1=CC2=C(N=C(S2)C2=NC=3N(C(N(C(C3N2C)=O)CC)=O)CC)C=C1)(F)F